CC(COC=1C=NC(=CC1C1=CC=2N(C=C1)N=C(C2)NC2=NC(=NC(=C2)C)N2CCOCC2)C)(C)O 2-methyl-1-[[6-methyl-4-[2-[(6-methyl-2-morpholino-pyrimidin-4-yl)amino]pyrazolo[1,5-a]pyridin-5-yl]-3-pyridyl]oxy]propan-2-ol